6-1-amino-6-azaspiro[2.5]octan-6-yl-3-(2,3-dichlorophenyl)-2,5-dimethyl-3,4-dihydropyrimidin-4-one NC1CC12CCN(CC2)C2=C(C(N(C(=N2)C)C2=C(C(=CC=C2)Cl)Cl)=O)C